9,9'-(6-(4-(3-(4-(9H-carbazol-9-yl)phenyl)-9H-carbazol-9-yl)phenyl)-4-(2-(6-methylpyridin-2-yl)phenyl)pyridine-2,3-diyl)bis(9H-carbazole-3-carbonitrile) C1=CC=CC=2C3=CC=CC=C3N(C12)C1=CC=C(C=C1)C=1C=CC=2N(C3=CC=CC=C3C2C1)C1=CC=C(C=C1)C1=CC(=C(C(=N1)N1C2=CC=CC=C2C=2C=C(C=CC12)C#N)N1C2=CC=CC=C2C=2C=C(C=CC12)C#N)C1=C(C=CC=C1)C1=NC(=CC=C1)C